FC=1C=C(C=CC1OC)C1=CN=C2N1C=CN=C2NC2=CC(=C(C(=O)NCCC1CCOCC1)C=C2)C 4-[[3-(3-fluoro-4-methoxyphenyl)imidazo[1,2-a]pyrazin-8-yl]amino]-2-methyl-N-(2-tetrahydropyran-4-ylethyl)benzamide